silver(I) hydrogen phosphate P(=O)(O)([O-])[O-].[Ag+].[Ag+]